CC=1N(C2=C(C=NC=3C=CC(=CC23)C=2C=C3C(=NC2)NC=C3)N1)C1=CC=CC=C1 2-methyl-1-phenyl-8-(1H-pyrrolo[2,3-b]pyridin-5-yl)-1H-imidazo[4,5-c]quinoline